FC(C(=O)[O-])(F)F.[NH4+] ammonium trifluoroacetate salt